C(CC)(=O)ONC=1C2=C(N=C(N1)C1=CC=NC=C1)C=NC=C2 [2-(pyridin-4-yl) pyrido[3,4-d]Pyrimidin-4-yl]Amino propionate